N-[5-(5,5-Difluoro-7-methyl-2,7-diazaspiro[3.4]octan-2-yl)pyridin-2-yl]-4-(2,6-dimethyl-3-propan-2-ylthieno[2,3-d]imidazol-5-yl)-5-fluoropyrimidin-2-amine FC1(C2(CN(C2)C=2C=CC(=NC2)NC2=NC=C(C(=N2)C2=C(C3=C(N(C(=N3)C)C(C)C)S2)C)F)CN(C1)C)F